1-(1-(2-methyl-6-(methylthio)pyrimidin-4-yl)-1H-pyrazolo[4,3-c]pyridin-6-yl)spiro[2.2]pentane-1-carbonitrile CC1=NC(=CC(=N1)N1N=CC=2C=NC(=CC21)C2(CC21CC1)C#N)SC